C(C1=CC=CC=C1)OC1C[C@@H]2CC(C[C@@H]2C1)OC(CO[Si](C)(C)C(C)(C)C)C1=C(C=CC=C1)OC [2-[[(3aR,6aS)-5-benzyloxy-1,2,3,3a,4,5,6,6a-octahydropentalen-2-yl]oxy]-2-(2-methoxyphenyl)ethoxy]-t-butyl-dimethylsilane